C(CCCCCCCCCCCCCCCCCCCCCCC)NC(=S)SSC(=S)N tetraeicosyl-thiuram disulfide